FC1=C(C=C(C=C1)F)[C@@]1([C@H](C1)C=O)C(=O)OCC ethyl (1r,2s)-1-(2,5-difluorophenyl)-2-formylcyclopropane-1-carboxylate